C(C)C1=C2C=NC=NC2=C2C(=C1)C(C=C(N2)C)=O 5-ethyl-9-methylpyrido[3,2-H]quinazolin-7(10H)-one